5-fluoro-6-oxo-4-(trifluoromethyl)-1,6-dihydropyridine-3-carbonitrile FC1=C(C(=CNC1=O)C#N)C(F)(F)F